C1(CC1)NC(C([C@H](C[C@H]1C(NCC1)=O)NC(=O)[C@@H]1CC2(CC2)CCN1C(C1=CC=C(C=C1)N1CCN(CC1)C)=O)=O)=O (3S)-N-cyclopropyl-3-{[(5S)-6-[4-(4-methylpiperazin-1-yl)benzoyl]-6-azaspiro[2.5]octan-5-yl]formamido}-2-oxo-4-[(3S)-2-oxopyrrolidin-3-yl]butanamide